C1OCC12CCN(CC2)CC=2N=NNC2 4-((2-oxa-7-azaspiro[3.5]nonan-7-yl)methyl)-1H-1,2,3-triazol